CC1C2C3C4C=CC(C3C(C1)C2)C4 9-methyl-tetracyclo[6.2.1.13,6.02,7]dodec-4-ene